4-[(1S,2S)-2-(6-chloro-3-fluoro-imidazo[1,2-b]pyridazin-8-yl)cyclopropyl]benzonitrile ClC=1C=C(C=2N(N1)C(=CN2)F)[C@@H]2[C@H](C2)C2=CC=C(C#N)C=C2